O=C1CCCCN1C(=O)O 6-OXO-piperidineformic acid